NC1CCC(OC1)CN1CCC(CC1)C1=CC2=C(N(C(N2C)=O)C2C(NC(CC2)=O)=O)C=C1 3-[5-[1-[(5-aminotetrahydropyran-2-yl)methyl]-4-piperidyl]-3-methyl-2-oxo-benzimidazol-1-yl]piperidine-2,6-dione